Cl.NC(C(=O)O)CC1=CC(NC2=CC=CC=C12)=O 2-amino-3-(1,2-dihydro-2-oxoquinoline-4-yl)propionic acid hydrochloride